COC(=O)C1=CC=C2C3=C(NC2=C1)N=C(N=C3Cl)C(C3=CC=CC=C3)OCC3=CC=CC=C3 2-((benzyloxy)(phenyl)methyl)-4-chloro-9H-pyrimido[4,5-b]indole-7-carboxylic acid methyl ester